3-phenyl-1,2-epoxypropane C1(=CC=CC=C1)CC1CO1